(E,Z)-tetradeca-4,10-dien-1-yl acetate C(C)(=O)OCCC\C=C\CCCC\C=C/CCC